ClC1=C(C=NC(=C1)C(NC)=O)COC1=CC=CC(=N1)C1=CC(=C(CC2=NC3=C(N2C[C@H]2OCC2)C=C(C=C3F)C(=O)O)C=C1C)F (S)-2-(4-(6-((4-chloro-6-(methylcarbamoyl)pyridin-3-yl)methoxy)pyridin-2-yl)-2-fluoro-5-methylbenzyl)-4-fluoro-1-(oxetan-2-ylmethyl)-1H-benzo[d]imidazole-6-carboxylic acid